ClC1=CC=CC2=C1C(=NO2)NS(=O)(=O)C2=CC=CC1=NSN=C12 N-(4-chlorobenzo[d]isoxazol-3-yl)benzo[c][1,2,5]thiadiazole-4-sulfonamide